BrC=1C=C(C=CC1F)N1N=CC(=C1)CCl 1-(3-bromo-4-fluorophenyl)-4-(chloromethyl)-1H-pyrazole